S-(2-aminoethyl)isothiouronium hydrobromide Br.NCCSC(N)=[NH2+]